C(C)(C)(C)OC(=O)N(C1CC2=C(C=C(S2)C(=O)O)CC1)C 6-[tert-butoxycarbonyl-(methyl)amino]-4,5,6,7-tetrahydrobenzothiophene-2-carboxylic acid